C(SC(C(C)=O)C)(OC(C)C)=S O-(isopropyl) S-(1-methyl-2-oxopropyl) dithiocarbonate